N-{2-[4-(4-Aminopiperidin-1-yl)-3-(3-fluoro-5-methylphenyl)chinolin-6-yl]-6-fluorophenyl}methylcarbamat NC1CCN(CC1)C1=C(C=NC2=CC=C(C=C12)C1=C(C(=CC=C1)F)CNC([O-])=O)C1=CC(=CC(=C1)C)F